ClC1=NC(=NC(=C1)C1=CC=CC=C1)C=1C=C(C=CC1)C1=CC=C(C=C1)C#N 3'-(4-chloro-6-phenylpyrimidin-2-yl)-[1,1'-biphenyl]-4-carbonitrile